[N+](=O)([O-])C1=CN=C(C=C1C(=O)O)C1=CN=CS1 5-nitro-2-(thiazol-5-yl)isonicotinic acid